benzyl 2,4-dibenzyloxy-5-(trifluoromethyl)benzoate C(C1=CC=CC=C1)OC1=C(C(=O)OCC2=CC=CC=C2)C=C(C(=C1)OCC1=CC=CC=C1)C(F)(F)F